4-(1,3-benzoxazol-2-yl)-5-methoxy-1-methyl-6-oxopyrimidine-2-carbaldehyde O1C(=NC2=C1C=CC=C2)C=2N=C(N(C(C2OC)=O)C)C=O